3,4-difluorobenzyl isocyanate FC=1C=C(CN=C=O)C=CC1F